(S)-N-(4-(methylthio)benzyl)-1-(2-(p-tolyl)-2H-pyrazolo[3,4-d]pyrimidin-4-yl)piperidine-3-carboxamide CSC1=CC=C(CNC(=O)[C@@H]2CN(CCC2)C=2C=3C(N=CN2)=NN(C3)C3=CC=C(C=C3)C)C=C1